8-bromo-2,3-dihydro-[1,4]oxaazino[2,3,4-hi]indol-5(6H)-one BrC=1C=C2CC(N3C2=C(C1)OCC3)=O